8-ethyl-tetracyclo[4.4.0.12,5.17,10]dodeca-3-ene C(C)C1C2C3C4C=CC(C3C(C1)C2)C4